NC1=NC(=C2N=CN(C2=N1)CC1=CC(=C(C=C1)N)C(F)(F)F)C=1C(=C(C#N)C=CC1)F 3-[2-amino-9-[[4-amino-3-(trifluoromethyl)phenyl]methyl]purin-6-yl]2-fluorobenzonitrile